3-[[1-[6-[3-(difluoromethoxy)-5-methyl-pyrazol-1-yl]-5-(difluoromethyl)-2-pyridyl]-6-methoxy-benzimidazol-5-yl]amino]-N,6-dimethyl-N-(2,2,2-trifluoroethyl)pyridazine-4-carboxamide FC(OC1=NN(C(=C1)C)C1=C(C=CC(=N1)N1C=NC2=C1C=C(C(=C2)NC=2N=NC(=CC2C(=O)N(CC(F)(F)F)C)C)OC)C(F)F)F